C(C)(C)(C)OC(=O)N1CCC(CC1)CCSC 4-(2-(methylthio)ethyl)piperidine-1-carboxylic acid tert-butyl ester